2-tert-butyl-6-(3'-tert-butyl-5'-methyl-2'-hydroxybenzyl)-4-methylphenyl acrylate C(C=C)(=O)OC1=C(C=C(C=C1CC1=C(C(=CC(=C1)C)C(C)(C)C)O)C)C(C)(C)C